6-[[(1S)-1-phenylethyl]amino]-3-prop-2-yl-1H-pyrimidine-2,4-dione C1(=CC=CC=C1)[C@H](C)NC1=CC(N(C(N1)=O)C(C)C)=O